(7S)-N-(4,4-difluoropyrrolidin-3-yl)-4-[5-(5-fluoro-2-methoxypyridin-4-yl)-1H-pyrazole-3-carbonyl]-4-azaspiro[2.5]octane-7-carboxamide FC1(C(CNC1)NC(=O)[C@H]1CCN(C2(CC2)C1)C(=O)C1=NNC(=C1)C1=CC(=NC=C1F)OC)F